diethoxyphosphoryl-threonine C(C)OP(=O)(OCC)N[C@@H]([C@H](O)C)C(=O)O